3-(2-bromo-3-phenylanilino)benzisoxazole BrC1=C(NC2=NOC3=C2C=CC=C3)C=CC=C1C1=CC=CC=C1